dicyclohexylsulfonium sulfonium [SH3+].C1(CCCCC1)[SH+]C1CCCCC1